6-[7-Bromo-5-(butylthio)-3H-1,2,3-triazolo[4,5-d]pyrimidin-3-yl]-tetrahydro-2,2-dimethyl-4H-cyclopenta-1,3-dioxole-4-methanol BrC=1C2=C(N=C(N1)SCCCC)N(N=N2)C2CC(C1C2OC(O1)(C)C)CO